Dimethyl-lauramide CC(C(=O)N)(CCCCCCCCCC)C